tert-butyl (S)-(3-cyclopropyl-1-hydrazineyl-1-oxopropan-2-yl)carbamate C1(CC1)C[C@@H](C(=O)NN)NC(OC(C)(C)C)=O